(1-methylcyclobutyl)ammonium CC1(CCC1)[NH3+]